The molecule is a 1-alkyl-2-acyl-sn-glycero-3-phosphate(2-) obtained by deprotonation of the phosphate OH groups of 1-palmityl-2-acetyl-sn-glycero-3-phosphate; major species at pH 7.3. It derives from a hexadecan-1-ol and an acetate. It is a conjugate base of a 1-palmityl-2-acetyl-sn-glycero-3-phosphate. CCCCCCCCCCCCCCCCOC[C@H](COP(=O)([O-])[O-])OC(=O)C